3-(5-(3-fluoro-4-((3-hydroxy-3-(trifluoromethyl)pyrrolidin-1-yl)methyl)pyridin-2-yl)-1-oxoisoindolin-2-yl)piperidine-2,6-dione FC=1C(=NC=CC1CN1CC(CC1)(C(F)(F)F)O)C=1C=C2CN(C(C2=CC1)=O)C1C(NC(CC1)=O)=O